C(C=C)(=O)NCCCCCC(=O)ON1C(CCC1=O)=O 6-((acryloyl)amino)hexanoic acid, succinimidyl ester